COC1=CC=C(C=C1)C2=C(C(=O)C3=C(O2)C=C(C(=C3O)OC)O)OC The molecule is a trimethoxyflavone that is flavone substituted by methoxy groups at positions 3, 6 and 4' and hydroxy groups at positions 5 and 7 respectively. It has a role as a plant metabolite. It is a trimethoxyflavone and a dihydroxyflavone. It derives from a flavone.